ClC=1C=CC(=C(C(=O)N[C@H](C(C(=O)NC2CC2)=O)C[C@H]2C(N[C@@H](C2)C)=O)C1)NC(N(C)C)=O 5-chloro-N-[(1S)-3-(cyclopropylamino)-1-[[(3S,5R)-5-methyl-2-oxo-pyrrolidin-3-yl]methyl]-2,3-dioxo-propyl]-2-(dimethylcarbamoylamino)benzamide